tert-butyl (2-chloro-4-fluoro-3-iodophenyl)((3-((difluoromethoxy)-methyl)azetidin-1-yl)sulfonyl)carbamate ClC1=C(C=CC(=C1I)F)N(C(OC(C)(C)C)=O)S(=O)(=O)N1CC(C1)COC(F)F